[Br-].CN1CN(C=C1)CCCC 1-methyl-3-butylimidazole bromide salt